trans-tert-butyl (S)-4-(3-((1-(4-((1-(tert-butoxycarbonyl)pyrrolidin-3-yl)oxy)-3-(4-(tert-butyl)cyclohexyl)benzoyl)piperidin-4-yl)oxy)-4-cyanophenyl)piperazine-1-carboxylate C(C)(C)(C)OC(=O)N1C[C@H](CC1)OC1=C(C=C(C(=O)N2CCC(CC2)OC=2C=C(C=CC2C#N)N2CCN(CC2)C(=O)OC(C)(C)C)C=C1)[C@@H]1CC[C@H](CC1)C(C)(C)C